C(C)(=O)NC1=CC=C(C=N1)CNC=1C=C(C(=O)N[C@@H]2[C@H](CCCC2)O)C=CC1C 3-{[(6-Acetamidopyridin-3-yl)methyl]amino}-N-[(1S,2S)-2-hydroxycyclohexyl]-4-methylbenzamide